(S)-5,6-dichloro-1'-(1H-pyrazole-4-carbonyl)spiro[indoline-3,3'-pyrrolidin]-2-one ClC=1C=C2C(=CC1Cl)NC([C@]21CN(CC1)C(=O)C=1C=NNC1)=O